FC=1C=C2C(C(NC2=CC1)=O)=NN=C1SCC(N1C1=CC=C(C=C1)Cl)=O 5-fluoro-3-(2-(3-(4-chlorophenyl)-4-oxothiazolidin-2-ylidene)hydrazono)-1H-indol-2-one